[Si](C)(C)(C(C)(C)C)OC1CCC(CC1)C(=O)OC Methyl (1s,4s)-4-((tert-butyldimethylsilyl)oxy)cyclohexane-1-carboxylate